BrC1=CC=C(C=C1)CC(C#C)O (4-bromophenyl)-3-butyn-2-ol